CC1(CCC(CN1)NC1=NC=C(C(=N1)C1=CNC=2C(N(CCCC21)CC2COC2)=O)C(F)(F)F)C 3-{2-[(6,6-dimethylpiperidin-3-yl)amino]-5-(trifluoromethyl)pyrimidin-4-yl}-7-[(oxetan-3-yl)methyl]-1H,4H,5H,6H,7H,8H-pyrrolo[2,3-c]azepin-8-one